CC(C(=O)N1[C@H]([C@H](C(C1)(F)F)NS(=O)(=O)CC)CC1=C(C(=CC=C1)C1=NC(=CC(=C1)C)C)F)(C)C N-[(2S,3R)-1-(2,2-dimethylpropanoyl)-2-{[3-(4,6-dimethylpyridin-2-yl)-2-fluorophenyl]methyl}-4,4-difluoropyrrolidin-3-yl]ethanesulfonamide